Benzyl 3-(piperidin-1-yl)-4-(4-(4-(trifluoromethyl) phenyl) piperazin-1-yl)butanoate N1(CCCCC1)C(CC(=O)OCC1=CC=CC=C1)CN1CCN(CC1)C1=CC=C(C=C1)C(F)(F)F